FC(CC=C(C(=O)O)C)(C(F)F)F.C(C(=C)C)(=O)OCC(C(F)F)(F)F 2,2,3,3-tetrafluoropropyl methacrylate (2,2,3,3-tetrafluoropropyl methacrylate)